O=C1C2=C(N=CN1)N(C=C2C=2C=C(CNC(C)=O)C=CC2)C2=CC=CC=C2 N-[3-(4-oxo-7-phenyl-4,7-dihydro-3H-pyrrolo[2,3-d]pyrimidin-5-yl)-benzyl]-acetamide